3,4-epoxy-6-methylcyclohexylmethyl-3,4-epoxy-6-methylcyclohexanecarboxylate CC1CC2C(CC1COC(=O)C1CC3C(CC1C)O3)O2